ClC=1C=C2CC(N(C2=CC1)C(C(=O)N)CC)=O (-)-2-(5-chloro-2-oxo-2,3-dihydro-1H-indol-1-yl)butanamide